2-[3-(7-methyl-2,7-diazaspiro[3.5]non-2-yl)-1,2,4-triazin-6-yl]-5-(2-methyl-2H-tetrazol-5-yl)phenol CN1CCC2(CN(C2)C=2N=NC(=CN2)C2=C(C=C(C=C2)C=2N=NN(N2)C)O)CC1